ClC(=O)C1=C(C(=O)OCC(COCC(COC(C2=C(C=CC=C2)C(=O)Cl)=O)(CC)COC(C2=C(C=CC=C2)C(=O)Cl)=O)(CC)COC(C2=C(C=CC=C2)C(=O)Cl)=O)C=CC=C1 [2-[2,2-bis[(2-chlorocarbonylbenzoyl) oxymethyl]butoxymethyl]-2-[(2-chlorocarbonylbenzoyl) oxymethyl]butyl]2-chlorocarbonylbenzoate